C(C)(C)(C)C(C(=O)O)CCCCCCCCCCCCCCCCCC(=O)O Tert-butyl-eicosanedioic acid